C(C1=CC=CC=C1)OC1CC(C1)C(C)=O 1-[3-(benzyloxy)cyclobutyl]-1-ethanone